C(C)(C)C1=C(NC2=CC=C(C=C12)C1OCCN(C1)CC(=O)NC)C=1C=C(C=2N(C1)N=CN2)OC 2-(2-(3-isopropyl-2-(8-methoxy-[1,2,4]triazolo[1,5-a]pyridin-6-yl)-1H-indol-5-yl)morpholino)-N-methylacetamide